(4-Chloropyrimidin-2-yl)cyclopropanecarboxamide ClC1=NC(=NC=C1)C1(CC1)C(=O)N